D-α-t-butyl-glycine C(C)(C)(C)[C@@H](N)C(=O)O